DiethylaminoPropyl-Dimethyl-Indium C(C)N(CC)CCC[In](C)C